ClC1=C2C=CC(=NC2=C(C=C1)NC(=O)C1=NC=C(N=C1)NC(C)CCCN(CC)CC)OC N-(5-chloro-2-methoxyquinolin-8-yl)-5-((5-(diethylamino)pentan-2-yl)amino)pyrazine-2-carboxamide